2-methyl-propane-1-sulfonamide formate C(=O)O.CC(CS(=O)(=O)N)C